BrC1=CC=C(C=C1)C(SC[13CH]=O)(C1=CC=CC=C1)C1=CC(=C(C(=C1)C(C)(C)C)O)C(C)(C)C 2-(((4-bromophenyl)(3,5-bis-tert-butyl-4-hydroxyphenyl)(phenyl)methyl)thio)acetaldehyde-13C